NC1=C(C=C(C=N1)C1=NC(=CC(=C1)N1[C@@H](CCC1)C)S(=O)(=O)NC)OC=1C=NN(C1)C1CCN(CC1)C (R)-6'-amino-N-methyl-5'-((1-(1-methylpiperidin-4-yl)-1H-pyrazol-4-yl)oxy)-4-(2-methylpyrrolidin-1-yl)-[2,3'-bipyridine]-6-sulphonamide